1-oxo-1H-isoquinoline-2,3-dicarboxylic acid 2-tert-butyl ester C(C)(C)(C)OC(=O)N1C(C2=CC=CC=C2C=C1C(=O)O)=O